lithium dimethylformamide bromide [Br-].CN(C=O)C.[Li+]